ClC=1C=CC(=C(C(=O)O)C1)NC1=C(C=C(C=C1)F)C 5-chloro-2-((4-fluoro-2-methylphenyl)amino)benzoic acid